3-[4-[(Dimethylamino)methyl]anilino]-5-(methylamino)-6-(3-methylimidazo[4,5-c]pyridin-7-yl)pyrazin-2-carboxamid CN(C)CC1=CC=C(NC=2C(=NC(=C(N2)NC)C=2C3=C(C=NC2)N(C=N3)C)C(=O)N)C=C1